2-[1-[[6-[3-[1-(4-methyl-1,2,4-triazol-3-yl)cyclobutyl]phenyl]-7-oxo-4-(trifluoromethyl)-1H-pyrrolo[2,3-c]pyridin-2-yl]methyl]-3-piperidinyl]acetonitrile CN1C(=NN=C1)C1(CCC1)C=1C=C(C=CC1)N1C(C2=C(C(=C1)C(F)(F)F)C=C(N2)CN2CC(CCC2)CC#N)=O